(S)-1-(tetrahydro-2H-pyran-4-yl)ethane-1,2-diol O1CCC(CC1)[C@@H](CO)O